1,2-dioctadecylbenzimidazole C(CCCCCCCCCCCCCCCCC)N1C(=NC2=C1C=CC=C2)CCCCCCCCCCCCCCCCCC